N-tetradecyl-3-(4-methoxybenzyloxy)-pyridin-4-one C(CCCCCCCCCCCCC)N1C=C(C(C=C1)=O)OCC1=CC=C(C=C1)OC